Disodium 2,2'-oxybis(4-dodecylbenzenesulfonate) O(C1=C(C=CC(=C1)CCCCCCCCCCCC)S(=O)(=O)[O-])C1=C(C=CC(=C1)CCCCCCCCCCCC)S(=O)(=O)[O-].[Na+].[Na+]